2-[4-(Difluoromethyl)phenyl]-N-{3-sulfamoyl-4-[4-(trifluoromethyl)-2H-1,2,3-triazol-2-yl]phenyl}acetamide FC(C1=CC=C(C=C1)CC(=O)NC1=CC(=C(C=C1)N1N=CC(=N1)C(F)(F)F)S(N)(=O)=O)F